ClC1=C(C=CC=C1Cl)C=1C=NC=CC1NC(=O)C=1C=NN2C1N=CC=C2 N-(3-(2,3-dichlorophenyl)pyridin-4-yl)pyrazolo[1,5-a]pyrimidine-3-carboxamide